((4-bromo-3-(((2,3-dihydro-1H-inden-2-yl)oxy)methyl)phenyl)amino)tetrahydro-2H-pyran-4-carboxylic acid BrC1=C(C=C(C=C1)NC1OCCC(C1)C(=O)O)COC1CC2=CC=CC=C2C1